OC=1C(=C2CC[C@](OC2=C(C1C)C)(C(=O)O)C)C (S)-6-hydroxy-2,5,7,8-tetramethyl-chroman-2-carboxylic acid